N1(N=CN=C1)C(=O)N1C(CCCC1)CN1N=C(C=2C1=NC=NC2N)C2=CC=C(CNC(C1=C(C=CC(=C1)C)OC)=O)C=C2 N-(4-(1-((1-(1H-1,2,4-triazole-1-carbonyl)piperidin-2-yl)methyl)-4-amino-1H-pyrazolo[3,4-d]pyrimidin-3-yl)benzyl)-2-methoxy-5-methylbenzamide